[Si](C)(C)(C(C)(C)C)OCC1=CC(=C(O[C@H]2[C@@H]([C@H]([C@@H]([C@H](O2)C(=O)OCC=C)O)O)O)C=C1)[N+](=O)[O-] Allyl (2S,3S,4S,5R,6S)-6-(4-(((tert-butyldimethylsilyl)oxy)methyl)-2-nitrophenoxy)-3,4,5-trihydroxytetrahydro-2H-pyran-2-carboxylate